7-(2-((1-((dimethylamino)methyl)cyclopropyl)methoxy)-7-(8-ethyl-7-fluoro-3-hydroxynaphthalen-1-yl)-8-fluoropyrido[4,3-d]pyrimidin-4-yl)-1,3,7-triazaspiro[4.5]decane-2,4-dione CN(C)CC1(CC1)COC=1N=C(C2=C(N1)C(=C(N=C2)C2=CC(=CC1=CC=C(C(=C21)CC)F)O)F)N2CC1(C(NC(N1)=O)=O)CCC2